5-bromo-3-(2,5-dimethyl-1H-pyrrol-1-yl)-1H-pyrazole BrC1=CC(=NN1)N1C(=CC=C1C)C